[4-(5-methyl-4H-1,2,4-triazol-3-yl)-2-pyrrolidin-1-ylphenyl]-[4-(trifluoromethyl)piperidin-1-yl]methanone CC=1NC(=NN1)C1=CC(=C(C=C1)C(=O)N1CCC(CC1)C(F)(F)F)N1CCCC1